racemic-tert-butyl (1R,5R,6S)-6-methyl-6-((6-(2-methylthiazol-5-yl)pyrazolo[1,5-a]pyrazin-4-yl)oxy)-2-azabicyclo[3.2.0]heptane-2-carboxylate C[C@]1([C@@H]2CCN([C@@H]2C1)C(=O)OC(C)(C)C)OC=1C=2N(C=C(N1)C1=CN=C(S1)C)N=CC2 |r|